1,1,1,2-Tetrafluoro-2,2-dimethyldisilane F[Si]([Si](C)(C)F)(F)F